N-((2S,3S)-4-(3,4-dihydroisoquinolin-2(1H)-yl)-2,3-dihydroxybutyl)-6-(1-methyl-1H-pyrazol-4-yl)imidazo[1,2-a]pyridine-2-carboxamide C1N(CCC2=CC=CC=C12)C[C@@H]([C@H](CNC(=O)C=1N=C2N(C=C(C=C2)C=2C=NN(C2)C)C1)O)O